N-(6-METHOXY-1-METHYL-1H-PYRAZOLO[4,3-C]PYRIDIN-7-YL)-1'-METHYL-5'-(TRIFLUOROMETHYL)-1'H-[1,3'-BIPYRAZOLE]-4-SULFONAMIDE COC1=C(C2=C(C=N1)C=NN2C)NS(=O)(=O)C=2C=NN(C2)C2=NN(C(=C2)C(F)(F)F)C